O1-[2-(1-tert-Butoxycarbonyl-4-piperidinyl) ethyl] O5-(2-hexyldecyl) glutarate C(CCCC(=O)OCC(CCCCCCCC)CCCCCC)(=O)OCCC1CCN(CC1)C(=O)OC(C)(C)C